ClC=1C=C(C=CC1)[C@@H](CO)NC(=O)NC=1C=NN(C1)C1=NC(=NC=C1)NC1=CC=CC=C1 (S)-1-(1-(3-chlorophenyl)-2-hydroxyethyl)-3-(1-(2-(phenylamino)pyrimidin-4-yl)-1H-pyrazol-4-yl)urea